5-(3-(4-(4-amino-3-(4-phenoxyphenyl)-1H-pyrazolo[3,4-d]pyrimidin-1-yl)-[1,4'-bipiperidine]-1'-yl)azetidin-1-yl)-2-(2,6-dioxopiperidin-3-yl)isoindoline-1,3-dione NC1=C2C(=NC=N1)N(N=C2C2=CC=C(C=C2)OC2=CC=CC=C2)C2CCN(CC2)C2CCN(CC2)C2CN(C2)C=2C=C1C(N(C(C1=CC2)=O)C2C(NC(CC2)=O)=O)=O